(4aR,8aS)-6-[3-[[4,5-bis(trifluoromethyl)-2-pyridyl]oxymethyl]azetidine-1-carbonyl]-4,4a,5,7,8,8a-hexahydropyrido[4,3-b][1,4]oxazin-3-one FC(C1=CC(=NC=C1C(F)(F)F)OCC1CN(C1)C(=O)N1C[C@@H]2[C@@H](OCC(N2)=O)CC1)(F)F